(S)-(5-(1-(difluoromethyl)-1H-pyrazol-3-yl)-1,3,4-oxadiazol-2-yl)(4-(7-(trifluoromethyl)benzo[d]oxazol-2-yl)-6,7-dihydro-1H-imidazo[4,5-c]pyridin-5(4H)-yl)methanone FC(N1N=C(C=C1)C1=NN=C(O1)C(=O)N1[C@@H](C2=C(CC1)NC=N2)C=2OC1=C(N2)C=CC=C1C(F)(F)F)F